ClC1=CC=C2CCN(CC2=C1)C(C(F)(F)F)=O 1-(7-chloro-1,2,3,4-tetrahydroisoquinolin-2-yl)-2,2,2-trifluoroethan-1-one